OC1(CC1)OC1=C(C(=O)N)C=CC=C1 (3S)-2-[(3S)-2-hydroxy-2-cyclopropoxy]benzamide